N1CC=CCC=C1 2,5-Dihydro-1H-azepin